tert-butyl (S)-4-(3-((1-(6-((1-(tert-butoxycarbonyl)pyrrolidin-3-yl)oxy)-4'-(tert-butyl)-[1,1'-biphenyl]-3-carbonyl)piperidin-4-yl)oxy)-5-fluorophenyl)piperazine-1-carboxylate C(C)(C)(C)OC(=O)N1C[C@H](CC1)OC1=CC=C(C=C1C1=CC=C(C=C1)C(C)(C)C)C(=O)N1CCC(CC1)OC=1C=C(C=C(C1)F)N1CCN(CC1)C(=O)OC(C)(C)C